5-[7-[[5-[(3S)-3-(dimethylamino)pyrrolidine-1-carbonyl]pyridin-2-yl]amino]-3-methylimidazo[4,5-b]pyridin-5-yl]oxy-4-methylpyridine-2-carbonitrile CN([C@@H]1CN(CC1)C(=O)C=1C=CC(=NC1)NC1=C2C(=NC(=C1)OC=1C(=CC(=NC1)C#N)C)N(C=N2)C)C